5-(1H-[1,2,3]triazolo[4,5-b]pyridin-5-yl)-2-fluoro-N-(4-(3-phenylpyrrolidin-1-yl)phenyl)benzamide N1N=NC2=NC(=CC=C21)C=2C=CC(=C(C(=O)NC1=CC=C(C=C1)N1CC(CC1)C1=CC=CC=C1)C2)F